C1(CC1)[C@H]1OC2=C([C@@H](N(C1)CC1=CC=C(C=C1)OC)C)N=C(C=C2)O |o1:7| (2R,5S*)-2-cyclopropyl-4-(4-methoxybenzyl)-5-methyl-2,3,4,5-tetrahydropyrido[2,3-f][1,4]oxazepin-7-ol